(R)-4-[3-(4-Aminoquinazolin-6-yl)phenyl]-2-(5-methylisoxazol-3-yl)but-3-yn-2-ol NC1=NC=NC2=CC=C(C=C12)C=1C=C(C=CC1)C#C[C@@](C)(O)C1=NOC(=C1)C